6-[5-(6-methyl-2-pyridyl)-1H-imidazol-4-yl]-3-[5-(piperazin-1-ylmethyl)-3-pyridyl]quinoline CC1=CC=CC(=N1)C1=C(N=CN1)C=1C=C2C=C(C=NC2=CC1)C=1C=NC=C(C1)CN1CCNCC1